CC1(C=CC(O1)=O)CCC=C(C)C 5-Methyl-5-(4-methyl-3-penten-1-yl)-2(5H)-furanone